CN1N=C(C=C1CN(CCN1N=C(C2=C1CN(CC2)C(=O)OC(C)(C)C)C(=O)O)CC2=CC(=NN2C)C2=CC=CC=C2)C2=CC=CC=C2 1-(2-(bis((1-methyl-3-phenyl-1H-pyrazol-5-yl)methyl)amino)ethyl)-6-(tert-butoxycarbonyl)-4,5,6,7-tetrahydro-1H-pyrazolo[3,4-c]pyridine-3-carboxylic acid